1-(quinoxalin-6-yl)ethanone N1=CC=NC2=CC(=CC=C12)C(C)=O